C1OC2=CC=C(CO)C=C2O1 4-methylenedioxybenzyl alcohol